C(C)[C@H]1N(C[C@@H](N(C1)C=1N(N=C2C1N(C(C=C2)=O)C)C2OCCCC2)[C@@H](C)O)C(C)C=2C=C1N=CC=NC1=CC2 ((2R,5R)-5-ethyl-2-((R)-1-hydroxyethyl)-4-(1-(quinoxalin-6-yl)ethyl)piperazin-1-yl)-4-methyl-2-(tetrahydro-2H-pyran-2-yl)-2,4-dihydro-5H-pyrazolo[4,3-b]pyridin-5-one